tert-butyl (2-methyl-4-(6-((tetrahydro-2H-pyran-4-yl)oxy)pyrrolo[2,1-f]triazin-4-yl)benzyl)carbamate CC1=C(CNC(OC(C)(C)C)=O)C=CC(=C1)C1=CN=NN2C1=CC(=C2)OC2CCOCC2